[Si](C)(C)(C(C)(C)C)OC=1C=C2C=NNC2=CC1 5-((tert-butyldimethylsilyl)oxy)-1H-indazole